6-chloro-7-(2-fluorophenyl)-1-(2-isopropyl-4-methylpyridin-3-yl)-4-(2,6-diazaspiro[3.3]heptan-2-yl)pyrido[2,3-d]pyrimidin-2(1H)-one ClC1=CC2=C(N(C(N=C2N2CC3(C2)CNC3)=O)C=3C(=NC=CC3C)C(C)C)N=C1C1=C(C=CC=C1)F